(3,4,5-trifluorophenyl)pyrrolidine-3-carboxamide hydrochloride Cl.FC=1C=C(C=C(C1F)F)N1CC(CC1)C(=O)N